Tert-butyl 5-[[4-[[[2-(tert-butoxycarbonylamino)acetyl]amino]methyl]-3-fluoro-phenyl]sulfonyl-[(4-methoxyphenyl)methyl]amino]thiazole-4-carboxylate C(C)(C)(C)OC(=O)NCC(=O)NCC1=C(C=C(C=C1)S(=O)(=O)N(C1=C(N=CS1)C(=O)OC(C)(C)C)CC1=CC=C(C=C1)OC)F